5-[3-(4-phenoxyphenyl)-1,2,4-oxadiazol-5-yl]-1-(propan-2-yl)-1H-1,2,3-benzotriazole O(C1=CC=CC=C1)C1=CC=C(C=C1)C1=NOC(=N1)C1=CC2=C(N(N=N2)C(C)C)C=C1